4-amino-N-((5R)-6,6-difluoro-2-(trifluoromethyl)-6,7-dihydro-5H-cyclopenta[b]-pyridin-5-yl)-7-fluoro-N-methyl-1,3-dihydrofuro[3,4-c]-quinoline-8-carboxamide NC1=NC=2C=C(C(=CC2C2=C1COC2)C(=O)N(C)[C@H]2C(CC1=NC(=CC=C12)C(F)(F)F)(F)F)F